C(C)P(C(C1=CC=CC=C1)(C1=CC=CC=C1)C1=CC=CC=C1)I Ethyltrityl-phosphorus iodide